N-(4-(3-(3,5-dimethylisoxazol-4-yl)-5-methylphenoxy)-3,5-dimethylphenyl)-3-morpholinopropanamide CC1=NOC(=C1C=1C=C(OC2=C(C=C(C=C2C)NC(CCN2CCOCC2)=O)C)C=C(C1)C)C